6-cyano-N-[(1s,4s)-4-{[2-(trifluoromethyl)quinolin-4-yl]amino}cyclohexyl]pyridine-2-carboxamide C(#N)C1=CC=CC(=N1)C(=O)NC1CCC(CC1)NC1=CC(=NC2=CC=CC=C12)C(F)(F)F